Pyrazole-2,5-dicarboxylic acid N=1N(C=CC1C(=O)O)C(=O)O